NC1=CC=CC(=N1)CN1N=CC2=C(N(C=3C=C(C=CC23)OC2=NC(=CC=C2)F)C)C1=O 3-((6-aminopyridin-2-yl)methyl)-7-((6-fluoropyridin-2-yl)oxy)-5-methyl-3,5-dihydro-4H-pyridazino[4,5-b]indol-4-one